CC1=NC(=NC(=C1)C)N1C[C@@H]2[C@H](C1)CN(C2)C(=O)C2=C(C=CC=C2N2N=CC=N2)F ((3aR,6aS)-5-(4,6-dimethylpyrimidin-2-yl)hexahydropyrrolo[3,4-c]pyrrol-2(1H)-yl)(2-fluoro-6-(2H-1,2,3-triazol-2-yl)phenyl)methanone